rac-(1S*,2S*)-ethyl 2-(3-cyclopropylphenyl)cyclopropanecarboxylate C1(CC1)C=1C=C(C=CC1)[C@@H]1[C@H](C1)C(=O)OCC |r|